C(C1=CC=CC=C1)OC(=O)N1C[C@H](NCCC1)CC (R)-3-ethyl-1,4-diazepan-1-carboxylic acid benzyl ester